isopropanyl acetate C(C)(=O)OC(C)C